C=1C2(C=C3C=CC=CC13)CNC2 spiro[azetidine-3,2'-indene]